C(C)(C)(C)[Si](OCCOC)(OCCOC)OCCOC tert-butyl-tris-(2-methoxyethoxy)silane